(3S)-3-(6-methylpyrazin-2-yl)isoxazolidine HCl salt Cl.CC1=CN=CC(=N1)[C@H]1NOCC1